[rac-(5S,7S)-7-Fluoro-5-phenyl-6,7-dihydro-5H-pyrrolo[1,2-b][1,2,4]triazol-2-yl]-[2-(trifluoromethyl)pyrrolidin-1-yl]methanon F[C@H]1C[C@H](N2N=C(N=C21)C(=O)N2C(CCC2)C(F)(F)F)C2=CC=CC=C2 |r|